[(furan-3-yl)methyl]-3-[(6-phenylpyridazin-3-yl)amino]benzamide O1C=C(C=C1)CC1=C(C(=O)N)C=CC=C1NC=1N=NC(=CC1)C1=CC=CC=C1